[7-(2-chloro-5-fluorophenyl)-7-hydroxy-2,9-dioxo-2,3,4,7,8,9-hexahydro-1H-pyrrolo[4,3-H]quinolin-6-yl]-5-fluoro-3-(trifluoromethyl)benzamide ClC1=C(C=C(C=C1)F)C1(NC(C=2C1=C(C=C1CCC(NC21)=O)C2=C(C(=O)N)C=C(C=C2C(F)(F)F)F)=O)O